1,8-bis(diisopropylamino)naphthalene C(C)(C)N(C1=CC=CC2=CC=CC(=C12)N(C(C)C)C(C)C)C(C)C